(1R,3S)-3-[5-({1-[(2,4-dimethoxyphenyl)methyl]-2,2-dioxo-1,3-dihydro-2λ6-benzo[2,1-c][1,2]thiazol-6-yl}amino)-2-(2-methylprop-2-yl)pyrazol-3-yl]cyclopentyl (prop-2-ylamino)methanoate CC(C)NC(=O)O[C@H]1C[C@H](CC1)C=1N(N=C(C1)NC1=CC=2N(S(CC2C=C1)(=O)=O)CC1=C(C=C(C=C1)OC)OC)C(C)(C)C